N-((7-(5-(difluoromethyl)-1,3,4-oxadiazol-2-yl)imidazo[1,2-a]pyridin-2-yl)methyl)-N-phenylazetidine-3-carboxamide FC(C1=NN=C(O1)C1=CC=2N(C=C1)C=C(N2)CN(C(=O)C2CNC2)C2=CC=CC=C2)F